C(CCCCCCCCCCCCCCCCC)OCC(OC(CCCCCCCCCCCCC)=O)COP(=O)([O-])OCC[N+](C)(C)C 1-octadecyl-2-tetradecanoyl-glycero-3-phosphocholine